acryloxydodecyl phosphate P(=O)(OCCCCCCCCCCCCOC(C=C)=O)([O-])[O-]